2-(3-chloro-4-nitrophenyl)-3-oxobutanoic acid ethyl ester C(C)OC(C(C(C)=O)C1=CC(=C(C=C1)[N+](=O)[O-])Cl)=O